N-(5-Chloro-1H-indol-3-yl)-7-fluoro-5-(trifluoromethyl)-1H-benzo[d]imidazol-2-amine ClC=1C=C2C(=CNC2=CC1)NC1=NC2=C(N1)C(=CC(=C2)C(F)(F)F)F